COC1=C(C=CC(=C1)OC1C2CC3CC(CC1C3)(C2)C(=O)N2CCOCC2)NC2=NC=C(C(=N2)NC2=C(C(=O)NC)C=CC=C2C)C(F)(F)F 2-((2-((2-methoxy-4-((5-(morpholin-4-carbonyl)adamantan-2-yl)oxy)phenyl)amino)-5-(trifluoromethyl)pyrimidin-4-yl)amino)-N,3-dimethylbenzamide